8-chloro-9-nitro-3,4-dihydro-1H-benzo[4,5]imidazo[2,1-c][1,4]oxazine-1-ol nickel [Ni].ClC=1C=CC2=C(N=C3C(OCCN32)O)C1[N+](=O)[O-]